(4aR,8aS)-6-[3-Hydroxy-3-(5-phenoxy-2-pyridyl)azetidine-1-carbonyl]-4,4a,5,7,8,8a-hexahydropyrido[4,3-b][1,4]oxazin-3-one OC1(CN(C1)C(=O)N1C[C@@H]2[C@@H](OCC(N2)=O)CC1)C1=NC=C(C=C1)OC1=CC=CC=C1